rel-2-Methoxy-5-[[2-[(2R,5S)-5-methyl-2-(6-methyl-3-pyridyl)-1-piperidyl]-2-oxo-acetyl]amino]pyridine-3-carboxamide COC1=NC=C(C=C1C(=O)N)NC(C(=O)N1[C@H](CC[C@@H](C1)C)C=1C=NC(=CC1)C)=O |o1:16,19|